(4-methoxyphenyl)methyl-[[2-(1-piperidinyl)-4-pyridinyl]methyl]ammonium COC1=CC=C(C=C1)C[NH2+]CC1=CC(=NC=C1)N1CCCCC1